2-[6-(2,5-dichloropyrimidin-4-yl)-1-oxo-2,3-dihydro-1H-isoindol-2-yl]-N-[(1S,2S)-2-hydroxy-1-phenylpropyl]acetamide ClC1=NC=C(C(=N1)C1=CC=C2CN(C(C2=C1)=O)CC(=O)N[C@H]([C@H](C)O)C1=CC=CC=C1)Cl